S1C(=NC2=C1C=CC=C2)NC2=C(C=C(N=N2)N(C=2SC(=C(N2)C(=O)OCC)N2CC(C2)OC2=CC=CC=C2)C)C ethyl 2-({6-[(1,3-benzothiazol-2-yl)amino]-5-methylpyridazin-3-yl}(methyl)amino)-5-(3-phenoxyazetidin-1-yl)-1,3-thiazole-4-carboxylate